N-(2'-hydroxy-3'-(3-(piperazin-1-yl)isoxazol-5-yl)-[1,1'-biphenyl]-4-yl)acetamide hydrobromide Br.OC1=C(C=CC=C1C1=CC(=NO1)N1CCNCC1)C1=CC=C(C=C1)NC(C)=O